Ethyl 2-(3,5-dibromophenyl)acetate BrC=1C=C(C=C(C1)Br)CC(=O)OCC